Cl.BrC=1C=NN2C1C(=CC(=C2)C=2N=NN(C2C)C2CCNCC2)OC([C@@H](CO)O)C2=NC=C(C=C2)F (2R)-3-[3-Bromo-6-[5-methyl-1-(4-piperidyl)triazol-4-yl]pyrazolo[1,5-a]pyridin-4-yl]oxy-3-(5-fluoro-2-pyridyl)propane-1,2-diol HCl